ethyl difluoroacetate (ethyl fluoroacetate) C(C)C(C(=O)O)F.FC(C(=O)OCC)F